C(C)(C)(C)OC(=O)N1CCN(CC1)C1=NC=CC=C1NCCCCC 1-tert-butyloxycarbonyl-4-(3-pentylamino-2-pyridyl)piperazine